tert-Butyl 6-methyl-3,6-diazabicyclo[3.2.0]heptane-3-carboxylate CN1C2CN(CC2C1)C(=O)OC(C)(C)C